C(C)(C)(C)C1=CC=C(CSC=2C=CC(=NC2CC2=NN(C=C2C)C2=CC=CC=C2)/C(=N/OCC)/N)C=C1 (Z)-5-((4-(tert-butyl)benzyl)thio)-N'-ethoxy-6-(4-methyl-1-phenyl-1H-pyrazol-3-yl)methylpyridineamidine